methyl (E)-4-(2-ethoxyvinyl)-2-((2-fluoro-4-iodophenyl)amino)-1-methyl-6-oxo-1,6-dihydropyridine-3-carboxylate C(C)O/C=C/C=1C(=C(N(C(C1)=O)C)NC1=C(C=C(C=C1)I)F)C(=O)OC